(NZ,R)-N-[1-[2-fluoro-3-(trifluoromethyl)phenyl]ethylidene]-2-methyl-propane-2-sulfinamide FC1=C(C=CC=C1C(F)(F)F)\C(\C)=N/[S@](=O)C(C)(C)C